[9-(biphenyl-4-yl)-9H-carbazol-3-yl]boric acid C1(=CC=C(C=C1)N1C2=CC=CC=C2C=2C=C(C=CC12)OB(O)O)C1=CC=CC=C1